(2S)-4-[2-benzyloxyethyl-[4-(5,6,7,8-tetrahydro-1,8-naphthyridin-2-yl)butyl]amino]-2-(diethylcarbamoylamino)butanoic acid C(C1=CC=CC=C1)OCCN(CC[C@@H](C(=O)O)NC(N(CC)CC)=O)CCCCC1=NC=2NCCCC2C=C1